5-((4-Chloro-5-((2,2'-dimethyl-3'-(prop-2-yn-1-yloxy)-[1,1'-biphenyl]-3-yl)-meth-oxy)-2-formylphenoxy)methyl)nicotinonitrile ClC1=CC(=C(OCC=2C=NC=C(C#N)C2)C=C1OCC=1C(=C(C=CC1)C1=C(C(=CC=C1)OCC#C)C)C)C=O